methyl-3-(2,2-difluorovinyl)bicyclo-[1.1.1]pentane-1-carboxylate COC(=O)C12CC(C1)(C2)C=C(F)F